N1CC(C1)NS(=O)(=O)C=1N=C(NC1)C(C1=CC(=C(C=C1)F)F)C1=CC(=C(C=C1)F)Cl N-(azetidin-3-yl)-2-((3-chloro-4-fluorophenyl)(3,4-difluorophenyl)methyl)-1H-imidazole-4-sulfonamide